N1=C2C(=CC=C1)C=CC2O 7H-cyclopenta[b]pyridin-7-ol